[K+].C(C)(C)C(C(=O)[O-])C(=O)[O-].[K+] 2-isopropylmalonic acid potassium salt